COC1=CC=C(C=C1)CN1C(C2=CC(=CC(=C2C1)C(F)(F)F)C(CSC)N1C[C@H](CCC1)C)=O 2-[(4-methoxyphenyl)methyl]-6-{1-[(3S)-3-methylpiperidin-1-yl]-2-(methylsulfanyl)ethyl}-4-(trifluoromethyl)-3H-isoindol-1-one